BrC=1C(=NC=CC1)OCOCC[Si](C)(C)C 2-[(3-bromo-2-pyridyl)oxymethoxy]ethyl-trimethyl-silane